5-Amino-8-furan-2-yl-1-methyl-3-(2-pyrrolidin-1-yl-ethyl)-1,3-dihydro-[1,2,4]triazolo[5,1-i]purin-2-one NC=1N2C(C=3N(C(N(C3N1)CCN1CCCC1)=O)C)=NC(=N2)C=2OC=CC2